ClC1=C(C=CC(=C1)Cl)C1=NN=C(S1)S 5-(2,4-dichlorophenyl)-1,3,4-thiadiazole-2-thiol